C(C)OC1=C(C=CC(=N1)C(CS(=O)(=O)C)=O)OC 1-(6-ethoxy-5-methoxypyridin-2-yl)-2-(methylsulfonyl)ethanone